5-bromo-3-iodo-1-{[2-(trimethylsilyl)ethoxy]methyl}-1H-pyrazolo[3,4-b]pyridine BrC=1C=C2C(=NC1)N(N=C2I)COCC[Si](C)(C)C